C[C@H]1[C@H]([C@H]([C@@H]([C@@H](O1)O[C@@H]2[C@H]([C@H]([C@H](O[C@H]2O[C@@H]3[C@H]([C@@H](O[C@@H]([C@H]3O)CO)O)NC(=O)C)CO)O)O[C@@H]4[C@@H]([C@H]([C@H]([C@H](O4)CO)O)O)O)O)O)O The molecule is alpha-D-Galp-(1->3)-[alpha-L-Fucp-(1->2)]-beta-D-Galp-(1->3)-beta-D-GlcpNAc with beta configuration at the anomeric carbon of the GlcNAc residue at the reducing end. It has a role as an epitope.